NC=1C(=NC(=CN1)C1=CC=C(C=C1)N1C[C@H](N(CC1)C)C(C)C)C=1C=C2CCNC(C2=CC1)=O (R)-6-(3-amino-6-(4-(3-isopropyl-4-methylpiperazin-1-yl)phenyl)pyrazin-2-yl)-3,4-dihydroisoquinolin-1(2H)-one